C1=C(C=CC2=CC=CC=C12)C(C)(C)N1N=CC=C1 1-(2-(naphthalen-2-yl)propan-2-yl)-1H-pyrazole